C[Si](CCOCN1C=NC2=C1C=C(C=C2)[C@@H](C)N2C(C1=CC=CC=C1C2=O)=O)(C)C (R)-2-(1-(1-((2-(trimethylsilyl)ethoxy)methyl)-1H-benzo[d]imidazol-6-yl)ethyl)isoindoline-1,3-dione